benzyl ((1r,4r)-4-hydroxycyclohexyl)carbamate OC1CCC(CC1)NC(OCC1=CC=CC=C1)=O